6-((3-cyclopropyl-oxetan-3-yl)amino)-4-((2-methoxy-3-(1-methyl-1H-1,2,4-triazol-3-yl)phenyl)amino)-N-(methyl-d3)pyridazine-3-carboxamide C1(CC1)C1(COC1)NC1=CC(=C(N=N1)C(=O)NC([2H])([2H])[2H])NC1=C(C(=CC=C1)C1=NN(C=N1)C)OC